methyl-2-(4-(2-(4-chloro-2-fluorophenyl)-2-methylbenzo[d][1,3]Dioxol-4-yl)benzyl)-1-((4-propyl-4H-1,2,4-triazol-3-yl)methyl)-1H-benzo[d]imidazole CC1=CC=CC=2N(C(=NC21)CC2=CC=C(C=C2)C2=CC=CC=1OC(OC12)(C)C1=C(C=C(C=C1)Cl)F)CC1=NN=CN1CCC